P(=O)(OC1=CC(=CC(=C1)C)CP(=O)(OC)OC)(OC(C)C)OC(C)C 3-((dimethoxyphosphoryl)methyl)-5-methylphenyl diisopropyl phosphate